(chloromethyl)-1-[(2S)-oxetan-2-ylmethyl]-1H-benzimidazole-6-carboxylic acid methyl ester COC(=O)C=1C=CC2=C(N(C(=N2)CCl)C[C@H]2OCC2)C1